C[C@H]1[C@H]([C@H]([C@@H]([C@@H](O1)OC[C@@H]2[C@H]([C@@H]([C@H](C(O2)O)O)O)O)O)O)O The molecule is a glycosylglucose consisting of alpha-L-fucopyranose and D-glucopyranose residues joined in sequence by a (1->6) glycosidic bond. It derives from a D-glucopyranose and an alpha-L-fucose.